4-Bromo-3,5-difluorobenzenesulfonamide BrC1=C(C=C(C=C1F)S(=O)(=O)N)F